butanamide sodium benzoate C(C1=CC=CC=C1)(=O)[O-].[Na+].C(CCC)(=O)N